(S)-4-(2-chlorophenyl)-1-(3-hydroxypyrrolidin-1-yl)-6-(trifluoromethyl)-3H-pyrido[1,2-c]pyrimidin-3-one ClC1=C(C=CC=C1)C1=C2N(C(=NC1=O)N1C[C@H](CC1)O)C=CC(=C2)C(F)(F)F